tert-butyl (4R)-3-[1-(benzyloxycarbonylamino)-1-methyl-ethyl]-6-azaspiro[3.4]octane-6-carboxylate C(C1=CC=CC=C1)OC(=O)NC(C)(C)C1CC[C@]12CN(CC2)C(=O)OC(C)(C)C